triisopropyl-1,1-biphenyl C(C)(C)C1=C(C(=C(C=C1)C1=CC=CC=C1)C(C)C)C(C)C